(4,4-dimethylcyclohexyl)isobutyramide hydrochloride Cl.CC1(CCC(CC1)C(C(=O)N)(C)C)C